P(OC1=CC=C(C=C1)C(C)(C)C)(OC1=CC=C(C=C1)C(C)(C)C)[O-].[Na+] sodium bis(4-tert-butylphenyl) phosphite